Ethyl (3aR,10aR)-8-((4-fluoro-3-methylphenyl)carbamoyl)-7-methyl-3a,4,10,10a-tetrahydro-1H,7H-dipyrrolo[3,4-c:3',4'-g][1,6,2]dithiazocine-2(3H)-carboxylate 5,5,9,9-tetraoxide FC1=C(C=C(C=C1)NC(=O)C=1N(C=C2C1S(C[C@H]1[C@@H](NS2(=O)=O)CN(C1)C(=O)OCC)(=O)=O)C)C